IC1=CC(=C(C=C1OC)CCNCC1=C(C=CC=C1)O)OC 2-[[2-(4-iodo-2,5-dimethoxyphenyl)ethylamino]methyl]phenol